4'-benzyloxy-2'-hydroxyacetophenone C(C1=CC=CC=C1)OC1=CC(=C(C=C1)C(C)=O)O